thiophene-2,3-dicarboxamide S1C(=C(C=C1)C(=O)N)C(=O)N